ethyl {[3-(5-bromo-1H-pyrazol-3-yl)-1-(ethylcarbamoyl)azetidin-3-yl]oxy}acetate Ethyl-{[3-(5-bromo-1H-pyrazol-3-yl)azetidin-3-yl]oxy}acetate C(C)OC(COC1(CNC1)C1=NNC(=C1)Br)=O.BrC1=CC(=NN1)C1(CN(C1)C(NCC)=O)OCC(=O)OCC